1-(2-aminoethyl)-N-[(3-fluoropyridin-2-yl)methyl]-3,5-dimethyl-1H-pyrazole-4-carboxamide dihydrochloride Cl.Cl.NCCN1N=C(C(=C1C)C(=O)NCC1=NC=CC=C1F)C